methyl 2-bromo-5-[[4-carbamoyl-1-(4-cyanotetrahydropyran-3-yl) pyrazol-3-yl]amino]-3-chloro-benzoate BrC1=C(C(=O)OC)C=C(C=C1Cl)NC1=NN(C=C1C(N)=O)C1COCCC1C#N